FC=1C=CC2=C(NC(=N2)N2C=NC3=C2C=C(C=C3)OC(F)(F)F)C1 6'-fluoro-6-(trifluoromethoxy)-1'H-1,2'-bibenzo[d]imidazole